4-methoxy-2-nitro-1,1':3',1''-terphenyl COC1=CC(=C(C=C1)C1=CC(=CC=C1)C1=CC=CC=C1)[N+](=O)[O-]